[Si](C)(C)(C(C)(C)C)OC1CN(C1)C1=C2C(=NC=C1)N(N=C2CNC(OC(C)(C)C)=O)C2=CC=C(C=C2)OC(F)(F)F tert-butyl ((4-(3-((tert-butyldimethylsilyl)oxy)azetidin-1-yl)-1-(4-(trifluoromethoxy)phenyl)-1H-pyrazolo[3,4-b]pyridin-3-yl)methyl)carbamate